FC1=C(C(NC2=CC(=CC=C12)CN1CCN(CC1)C=1C=CC(=NC1)C(=O)NC)=O)C 5-(4-((4-fluoro-3-methyl-2-oxo-1,2-dihydroquinolin-7-yl)methyl)piperazin-1-yl)-N-methylpyridineamide